copper sulfate S(=O)(=O)([O-])[O-].[Cu+2]